3-(3-(4-chloro-3-trifluoromethylphenyl)ureido)-N-isopropyl-2,3,4,9-tetrahydro-1H-carbazole-6-carboxamide ClC1=C(C=C(C=C1)NC(NC1CCC=2NC3=CC=C(C=C3C2C1)C(=O)NC(C)C)=O)C(F)(F)F